NC(C)NC(=O)C1NC(CC1)=O N-(1-aminoethyl)-5-oxopyrrolidine-2-carboxamide